2,2',2''-(10-(2-oxo-2-(11-oxo-11-(6-(6-(pyridin-2-yl)-1,2,4,5-tetrazin-3-yl)pyridin-3-ylamino)undecylamino)ethyl)-1,4,7,10-tetraazacyclododecane-1,4,7-triyl)triacetic acid O=C(CN1CCN(CCN(CCN(CC1)CC(=O)O)CC(=O)O)CC(=O)O)NCCCCCCCCCCC(NC=1C=NC(=CC1)C=1N=NC(=NN1)C1=NC=CC=C1)=O